C(C1=CC=CC=C1)[N+]1=C(C=C(C=C1)NC(=O)OC(C)(C)C)CO[Si](C1=CC=CC=C1)(C1=CC=CC=C1)C(C)(C)C 1-benzyl-4-((tert-butoxycarbonyl)amino)-2-(((tert-butyldiphenylsilyl)oxy)methyl)pyridin-1-ium